2-(1-(4-bromophenyl)-5-(tert-butoxycarbonyl)-4,5,6,7-tetrahydro-1H-pyrazolo[4,3-c]pyridin-3-yl)acetic acid BrC1=CC=C(C=C1)N1N=C(C=2CN(CCC21)C(=O)OC(C)(C)C)CC(=O)O